C1(CC1)CC(C(=O)N)N1C(C(=C(C=C1)C)[N+](=O)[O-])=O 3-cyclopropyl-2-(4-methyl-3-nitro-2-oxo-1-pyridyl)propanamide